BrC1=C(C=C(OCCC[C@@H]2C[C@@H](N(CC2)CC(=O)OCC)C)C=C1)C ethyl 2-[(2S,4S)-4-[3-(4-bromo-3-methyl-phenoxy)propyl]-2-methyl-1-piperidyl]acetate